4-methoxy-N-(quinolin-8-yl)-2-vinylbenzamide COC1=CC(=C(C(=O)NC=2C=CC=C3C=CC=NC23)C=C1)C=C